(4-Fluoro-2-(3-fluorophenyl)pyrrolidin-1-yl)(3-(((6-(1-methyl-1H-pyrazol-4-yl)pyrimidin-4-yl)oxy)methyl)bicyclo[1.1.1]pentan-1-yl)methanone FC1CC(N(C1)C(=O)C12CC(C1)(C2)COC2=NC=NC(=C2)C=2C=NN(C2)C)C2=CC(=CC=C2)F